C1(=CC=CC=C1)C1=NC(=CC(=N1)C=1C=C(C=CC1C1=NC(=NC(=C1)C1=CC=CC=C1)C1=CC=CC=C1)C1=CC(=NC=C1N1C2=CC=CC=C2C=2C=C(C=CC12)N1C2=CC=CC=C2C=2C=CC=CC12)N1C2=CC=CC=C2C=2C=C(C=CC12)N1C2=CC=CC=C2C=2C=CC=CC12)C1=CC=CC=C1 9,9''-(4-(3,4-bis(2,6-diphenylpyrimidin-4-yl)phenyl)pyridine-2,5-diyl)bis(9H-3,9'-bicarbazole)